5-fluoro-2-((2-(2-hydroxy-2-methylpropoxy)-5-(4-methylpiperazin-1-yl)phenyl)amino)pyrimidine FC=1C=NC(=NC1)NC1=C(C=CC(=C1)N1CCN(CC1)C)OCC(C)(C)O